6,3-benzothiazine-2,2-dione C1S(C=CC2=C1C=NC=C2)(=O)=O